[Cl-].C[N+](CCC[Si](OCC)(OCC)OCC)(CCCCCCCCCCCCCC)C dimethyl-tetradecyl-[3-(triethoxysilyl)propyl]Ammonium chloride